C(=O)O.CC1(NC(C=C(C1)C1=NC=2N(C=C1)C=C(N2)C2=NC=C(C=C2O)N2N=CC=N2)(C)C)C 2-(7-(2,2,6,6-tetramethyl-1,2,3,6-tetrahydropyridin-4-yl)imidazo[1,2-a]pyrimidin-2-yl)-5-(2H-1,2,3-triazol-2-yl)pyridin-3-ol formic acid salt